2-[2-[(2R,6S)-2,6-dimethyl-4-[6-[5-(1-methylcyclopropoxy)-1H-indazol-3-yl]pyrimidin-4-yl]piperazin-1-yl]ethoxy]acetaldehyde C[C@H]1N([C@H](CN(C1)C1=NC=NC(=C1)C1=NNC2=CC=C(C=C12)OC1(CC1)C)C)CCOCC=O